NC1=NC=CC2=CC=C(C=C12)C=1C=C2C(=NC1)N(N=C2COC2=C(C=CC=C2)CC(=O)O)C2CCC2 2-((5-(1-aminoisoquinolin-7-yl)-1-cyclobutyl-1H-pyrazolo[3,4-b]pyridin-3-yl)methoxyphenyl)acetic acid